3-hydroxy-N-methylbenzamide OC=1C=C(C(=O)NC)C=CC1